2-Propanyl ({(3R,5aR,6R,7R,8aS)-6-[(1E,3R)-4-(3-chloro-5-fluorophenoxy)-3-hydroxy-1-buten-1-yl]-7-hydroxyoctahydro-2H-cyclopenta[b]oxepin-3-yl}methoxy)acetate ClC=1C=C(OC[C@@H](/C=C/[C@H]2[C@@H](C[C@@H]3OC[C@H](CC[C@@H]32)COCC(=O)OC(C)C)O)O)C=C(C1)F